CN1C[C@@H](CCC1)OC(C(C1=CC=CC=C1)(C1=CC=CC=C1)O)=O (R)-2-hydroxy-2,2-diphenylacetic acid-1-methylpiperidin-3-yl ester